(2S)-2-(tert-butoxycarbonylamino)-3-(1H-indol-3-yl)propanoic acid C(C)(C)(C)OC(=O)N[C@H](C(=O)O)CC1=CNC2=CC=CC=C12